[Si]1(OOO1)([O-])[O-].[Lu+3].O1O[Si](O1)([O-])[O-].O1O[Si](O1)([O-])[O-].[Lu+3] Lutetium Oxy orthosilicate